4-(4-{[2-(4-chloropentyl)-4,4-dimethylcyclohex-1-en-1-yl]methyl}piperazin-1-yl)-2-(1H-pyrrolo[2,3-b]pyridin-5-yloxy)benzamide ClC(CCCC1=C(CCC(C1)(C)C)CN1CCN(CC1)C1=CC(=C(C(=O)N)C=C1)OC=1C=C2C(=NC1)NC=C2)C